CC(C(=O)O)CC(=O)O.COC(CCC(=O)O)=O.FC(C1=CC=C(C=C1)C#CC1N(CCCC1)C=CC=O)(F)F 3-((4-(trifluoromethyl)phenyl)ethynyl-piperidin-1-yl)prop-2-en-1-one monomethyl-succinate (monomethyl-succinate)